ClC=1C=CC(=C(C1)C1=NN(C=C1NC(=O)C=1C=NN2C1N=CC=C2)C2C(OCC2)=O)OC(F)F N-[3-[5-chloro-2-(difluoromethoxy)phenyl]-1-(2-oxotetrahydrofuran-3-yl)pyrazol-4-yl]pyrazolo[1,5-a]pyrimidine-3-carboxamide